FC(C(C=CCC)(CC)C(F)(F)F)(F)F 5,5-bis(trifluoromethyl)hept-3-ene